1-(4-(aminomethyl)-1-oxo-1,2-dihydro-phthalazin-6-yl)-5,6-dihydro-benzo[f]pyrazolo[1,5-d][1,4]oxazepin-11-carbonitrile NCC1=NNC(C2=CC=C(C=C12)C=1C=NN2CCOC3=C(C21)C(=CC=C3)C#N)=O